C(C)(C)(C)C=1C=C(C=CC1O)C1=CC=C(C=C1)/C=C/C(=O)O E-3-(3'-tert-Butyl-4'-hydroxybiphenyl-4-yl)acrylic Acid